4-(1-(phenylsulfonyl)-1H-pyrrolo[2,3-b]pyridin-4-yl)but-3-en-2-one C1(=CC=CC=C1)S(=O)(=O)N1C=CC=2C1=NC=CC2C=CC(C)=O